NC1=CC=C(C=N1)C(C)=O 1-(6-aminopyridin-3-yl)ethanone